O1CC[C@@H]2[C@H]1CN(C2)C2=NC1=CC=C(C=C1C=C2)CN2C[C@H]([C@@H](C2)COC)OC=2C=C1CN(C(C1=CC2)=O)[C@@H]2C(NC(CC2)=O)=O |o1:3,4| (S)-3-(5-(((3S,4S)-1-((2-((3aS*,6aS*)-hexahydro-5H-furo[2,3-c]pyrrol-5-yl)quinolin-6-yl)methyl)-4-(methoxymethyl)pyrrolidin-3-yl)oxy)-1-oxoisoindolin-2-yl)piperidine-2,6-dione